(E)-N-(4-((3-chloro-2-fluorophenyl)amino)-5-methoxyquinazolin-6-yl)-4-(cyclopropyl-(methyl)amino)but-2-enamide ClC=1C(=C(C=CC1)NC1=NC=NC2=CC=C(C(=C12)OC)NC(\C=C\CN(C)C1CC1)=O)F